CN(/C=C/C(=O)C1=C(N=C(S1)N=CN(C)C)C)C N'-[5-[(E)-3-(dimethylamino)prop-2-enoyl]-4-methyl-thiazol-2-yl]-N,N-dimethyl-formamidine